(S)-3-Fluoro-2-((R)-3-methylmorpholin-4-yl)-9-pyridin-4-yl-8-trifluoromethyl-6,7,8,9-tetrahydro-pyrimido[1,2-a]-pyrimidin-4-one FC1=C(N=C2N(C1=O)CC[C@H](N2C2=CC=NC=C2)C(F)(F)F)N2[C@@H](COCC2)C